[2-(2-Bromoethoxy)ethoxy](tert-butyl)diphenylsilane BrCCOCCO[Si](C1=CC=CC=C1)(C1=CC=CC=C1)C(C)(C)C